4-cyano-N-[5-[(3,5-difluorophenyl)methyl]-1H-indazol-3-yl]-2-[[1-[7-[4-[4-[(2,6-dioxo-3-piperidyl)amino]phenyl]piperazin-1-yl]-7-oxo-heptanoyl]-4-piperidyl]amino]benzamide C(#N)C1=CC(=C(C(=O)NC2=NNC3=CC=C(C=C23)CC2=CC(=CC(=C2)F)F)C=C1)NC1CCN(CC1)C(CCCCCC(=O)N1CCN(CC1)C1=CC=C(C=C1)NC1C(NC(CC1)=O)=O)=O